C(CC)B(O)O propaneboronic acid